O1CC(C1)C=1C=NC(=NC1)C(C)N 1-[5-(oxetan-3-yl)pyrimidin-2-yl]ethanamine